1-(3-methoxybenzyl)-1H-pyrazol COC=1C=C(CN2N=CC=C2)C=CC1